1,4-phenylene-2,6-benzobisoxazole C1(=CC=C(C=C1)C=1OC=C2C1C=CN=C2)C=2OC=C1C2C=CN=C1